C[Si](CCCCC[Si](OC)(OC)OC)(OC)OC 1-methyldimethoxysilyl-5-trimethoxysilylpentane